BrC1=CC=C(C=C1)N1N=C(C(C1=O)(C)NO)C (4-bromophenyl)-4-(hydroxyamino)-3,4-dimethyl-4,5-dihydro-1H-pyrazol-5-one